BrC1=C2C=CC(=C(C2=CC=C1)N1C(C=CC1=O)=O)CCC 1-(5-bromo-2-propylnaphthalen-1-yl)-1H-pyrrole-2,5-dione